1,1a,6,6a-tetrahydro-cyclopropa[a]indene-1-carboxylic acid C1(C2C1CC=1C=CC=CC21)C(=O)O